8-(9-acryloyl-7-oxo-3,9-diazabicyclo[3.3.1]nonan-3-yl)-11-(2,4-difluorophenyl)-10-(trifluoromethyl)-3,4-dihydro-2H,6H-[1,4]oxazepino[2,3,4-ij]quinazolin-6-one C(C=C)(=O)N1C2CN(CC1CC(C2)=O)C2=NC(N1C3=C(C(=C(C=C23)C(F)(F)F)C2=C(C=C(C=C2)F)F)OCCC1)=O